(S)-3-(4-bromophenyl)-1-isopropyl-1,2,3,4-tetrahydroquinoxaline BrC1=CC=C(C=C1)[C@H]1CN(C2=CC=CC=C2N1)C(C)C